ClC1=C(C=C(C=C1)F)C1NC(C=2C1=C(C=C1C=CC=NC21)NC(C2=CC(=CC(=C2)F)C(F)(F)F)=O)=O N-[7-(2-chloro-5-fluorophenyl)-9-oxo-8,9-dihydro-7H-pyrrolo[4,3-H]quinolin-6-yl]-5-fluoro-3-(trifluoromethyl)benzamide